C(C)(C)(C)C1=C(C=CC(=C1)C(C)(C)C)C=1C(=C(C=CC1)P([O-])(=O)C1=CC=CC=C1)C1=C(C=C(C=C1)C(C)(C)C)C(C)(C)C bis(2,4-di-tert-butylphenyl)-phenyl-phenylphosphinate